ClC=1C(=C(CN2[C@@H](C[C@@](CC2)(C(=O)O)CC2=NC(=C(C(=C2)C(CC)=O)C)NC2=NNC(=C2)C)C)C=CC1)F (2R,4R)-1-(3-chloro-2-fluorobenzyl)-2-methyl-4-((5-methyl-6-((5-methyl-1H-pyrazol-3-yl)amino)-4-propionylpyridin-2-yl)methyl)piperidine-4-carboxylic acid